CNS(=O)(=O)C=1C=C(C=CC1)N1C(CC2=CC(=CC=C12)C(=O)N)=O 1-(3-(N-methylsulfamoyl)phenyl)-2-oxoindoline-5-carboxamide